4-Chloro-1-methyl-imidazo[4,5-d]pyridazine ClC1=C2C(=CN=N1)N(C=N2)C